S(=O)(=O)(OCCCCCC)[O-].[Na+] Sodium n-hexyl sulfate